3-{4-[(2R)-2-aminopropoxy]phenyl}-N-[(1R)-1-(3-fluorophenyl)ethyl]-imidazo[1,2-b]pyridazin-6-amine monoadipate C(CCCCC(=O)O)(=O)O.N[C@@H](COC1=CC=C(C=C1)C1=CN=C2N1N=C(C=C2)N[C@H](C)C2=CC(=CC=C2)F)C